(R)-3-(1-(benzyloxy)prop-2-yl)-6-chloropyrimidine-2,4(1h,3h)-dione C(C1=CC=CC=C1)OC[C@@H](C)N1C(NC(=CC1=O)Cl)=O